FC1([C@@H](CN(C1)C)NC1=NN2C(C(=N1)OC)=C(C=C2)C=2C=CC1=C(N(C=N1)CCF)C2)F (R)-N-(4,4-difluoro-1-methylpyrrolidin-3-yl)-5-(1-(2-fluoroethyl)-1H-benzo[d]imidazol-6-yl)-4-methoxypyrrolo[2,1-f][1,2,4]triazin-2-amine